dichlorooxopropionic acid ethyl ester C(C)OC(C(C(Cl)Cl)=O)=O